3-(5-(aminomethyl)-1-oxoisoindol-2-yl)piperidine NCC=1C=C2CN(C(C2=CC1)=O)C1CNCCC1